N1C=NC=C2C1=NC=C2C(=O)N PYRROLO(2,3-D)PYRIMIDINE-5-CARBOXAMIDE